C(C)C(COP(=O)(OCC(CCCC)CC)[O-])CCCC.C(CCC)[P+](CCCCCCCCCCCCCC)(CCCC)CCCC tributyltetradecyl-phosphonium bis(2-ethylhexyl)phosphate